(E)-1-((4-methoxyphenyl)azo)naphthalene-2-ol COC1=CC=C(C=C1)\N=N\C1=C(C=CC2=CC=CC=C12)O